tert-butyl 2-(morpholine-4-carbonyl)-7,8-dihydro-4H-pyrazolo[1,5-a][1,4]diazepine-5(6H)-carboxylate N1(CCOCC1)C(=O)C1=NN2C(CN(CCC2)C(=O)OC(C)(C)C)=C1